C(CC)(=O)O.C(CC)(=O)O.CC1=C(O)C=C(C(=C1C)O)C 2,3,5-trimethylhydroquinone dipropionate